COC=1C(=C(C(=CC1)C)C1=NC(=CC2=C1N=CN=C2N)C(F)(F)F)C 8-(3-methoxy-2,6-dimethylphenyl)-6-(trifluoromethyl)pyrido[3,4-d]pyrimidin-4-amine